C1(CCC1)OC=1C=C2C(=NNC(C2=CC1)=O)CC1=CC=CC=2C(=NOC21)N2CCN(CC2)C(=O)C2CC2 6-Cyclobutoxy-4-((3-(4-(cyclopropanecarbonyl)piperazin-1-yl)benzo[d]isoxazol-7-yl)methyl)phthalazin-1(2H)-one